CN(C(=O)C1CCC(CC1)N1C2=NC(=NC=C2N=C1NC1=CC(=CC=C1)C(F)(F)F)NC1(CCOCC1)C)C (1S,4S)-N,N-dimethyl-4-(2-((4-methyltetrahydro-2H-pyran-4-yl)amino)-8-((3-(trifluoromethyl)phenyl)amino)-9H-purin-9-yl)cyclohexane-1-carboxamide